C(C)N(C1=CC=C(C=C1)N(C1=CC=C(C=C1)N(CC)CC)C1=CC=C(C=C1)N(CC)CC)CC tris[4-(diethylamino)phenyl]Amine